tris(dimethylaminopropyl)amine CN(C)CCCN(CCCN(C)C)CCCN(C)C